C1=C2C=3C(=COC2=CC=C1)C=1C=CC=CC1C3 indeno[c]chromene